CN(C=1C=CC2=C(C3=CC=C(C=C3[O+]=C2C1)N(C1=CC=CC=C1)C)C1=C(C(=O)[O-])C(=C(C(=C1F)F)F)F)C1=CC=CC=C1 2-(3,6-Bis(methyl(phenyl)amino)xanthylium-9-yl)-3,4,5,6-tetrafluorobenzoate